6-cyclopropyl-1-isobutyl-1H-pyrazolo[3,4-d]Pyrimidin-4-ol C1(CC1)C1=NC(=C2C(=N1)N(N=C2)CC(C)C)O